BrC1=C(C(=C2C(NC(=NC2=C1)NCCN(C)C)=O)OC[C@@H]1CN(CCN1)C(=O)OC(C)(C)C)Cl Tert-butyl (S)-3-(((7-bromo-6-chloro-2-((2-(dimethylamino)ethyl)amino)-4-oxo-3,4-dihydroquinazolin-5-yl)oxy)methyl)piperazine-1-carboxylate